COC(=O)N1CCC2(CN(C(N2CC2=C(C(=CC=C2)F)C)=O)C2=NC(=C(C=C2)C=2C=NNC2)OC)CC1 1-(3-fluoro-2-methylbenzyl)-3-(6-methoxy-5-(1H-pyrazol-4-yl)pyridin-2-yl)-2-oxo-1,3,8-triazaspiro[4.5]decane-8-carboxylic acid methyl ester